NC1=NC=2C=CC=CC2C2=C1N=C(N2CC2=CC=C(C=C2)NC(OC(C)(C)C)=O)CO tert-butyl (4-((4-amino-2-(hydroxymethyl)-1H-imidazo[4,5-c]quinolin-1-yl)methyl)phenyl)carbamate